FC=1C=C2C(=CC=NC2=CC1)C1CCC(CC1)C(C=O)C 2-((1S,4S)-4-(6-Fluoroquinolin-4-yl)cyclohexyl)propanal